CC(C[C@@H](C(N[C@@H](C[C@H]1C(NCC1)=O)C(COC1=C(C(=CC(=C1F)F)F)F)=O)=O)NC(OCC1=CC(=CC=C1)Cl)=O)C 3-chlorobenzyl ((S)-4-methyl-1-oxo-1-(((S)-3-oxo-1-((S)-2-oxopyrrolidin-3-yl)-4-(2,3,5,6-tetrafluorophenoxy)butan-2-yl)amino)pentan-2-yl)carbamate